(4R)-4-[(3S,5S,8R,9S,10S,13R,14S,17R)-3-hydroxy-10,13-dimethyl-7-oxo-3-(4-phenylphenyl)-2,4,5,6,8,9,11,12,14,15,16,17-dodecahydro-1H-cyclopenta[a]phenanthren-17-yl]pentanoic acid O[C@]1(CC[C@@]2([C@H]3CC[C@@]4([C@H](CC[C@H]4[C@@H]3C(C[C@@H]2C1)=O)[C@@H](CCC(=O)O)C)C)C)C1=CC=C(C=C1)C1=CC=CC=C1